FC1=C(C=CC(=C1)OC)C=O (2-fluoro-4-methoxyphenyl)methanone